C(C)[C@@H]1CNC([C@@H]1F)=O (2S,3R,4R)-3-ethyl-4-fluoro-5-oxopyrrolidin